C1(=CC=C(C=C1)N1C(=CC=C1)C=C1C(NC(S1)=O)=O)C 5-((1-(p-tolyl)-1H-pyrrol-2-yl)methylene)thiazolidine-2,4-dione